Ethylenbis(stearamid) C(CCCCCCCCCCCCCCCCCCC(=O)N)CCCCCCCCCCCCCCCCCC(=O)N